C(#N)C1=CC(=C(C(=C1)[N+](=O)[O-])NCC1=CC=C(C=C1)S(=O)(=O)N)OC 4-(((4-cyano-2-methoxy-6-nitrophenyl)amino)methyl)benzenesulfonamide